ethyl 4-(4-fluorophenyl)-2-(trifluoromethyl)-1H-pyrrole-3-carboxylate FC1=CC=C(C=C1)C=1C(=C(NC1)C(F)(F)F)C(=O)OCC